3-(4-(3,8-diazabicyclo[3.2.1]octan-3-yl)-6-chloro-2-((1-((dimethylamino)methyl)cyclopropyl)methoxy)-8-fluoroquinazolin-7-yl)-4-(bicyclo[1.1.1]pentan-1-yl)phenol C12CN(CC(CC1)N2)C2=NC(=NC1=C(C(=C(C=C21)Cl)C=2C=C(C=CC2C21CC(C2)C1)O)F)OCC1(CC1)CN(C)C